1-(5-tert-butyl-2H-pyrazol-3-yl)-3-{4-[5-(3-methyl-oxetane-3-ylmethoxy)-benzimidazol-1-yl]-phenyl}urea C(C)(C)(C)C=1C=C(NN1)NC(=O)NC1=CC=C(C=C1)N1C=NC2=C1C=CC(=C2)OCC2(COC2)C